2-((2S,3S)-3-aminotetrahydro-2H-pyran-2-yl)-5-chloro-3-methyl-N-(thiophen-2-ylmethyl)thieno[3,2-b]pyridin-7-amine N[C@@H]1[C@H](OCCC1)C1=C(C2=NC(=CC(=C2S1)NCC=1SC=CC1)Cl)C